3-bromo-2,6-difluoro-5-methyl-benzoic acid BrC=1C(=C(C(=O)O)C(=C(C1)C)F)F